(±)-trans-4-benzyl-N-[3-(pyrid-3-yl)phenyl]Pyrrolidine-3-carboxamide dihydrochloride Cl.Cl.C(C1=CC=CC=C1)[C@H]1[C@@H](CNC1)C(=O)NC1=CC(=CC=C1)C=1C=NC=CC1 |r|